N[C@H]1CC[C@@H](N(C1)C(=O)N1CC2(CCCC2)[C@@H](CC1)CN1C=NC(=CC1=O)C1=CC=CC=C1)C1=CC=CC=C1 3-(((R)-7-((2R-5S)-5-amino-2-phenylpiperidine-1-carbonyl)-7-azaspiro[4.5]decan-10-yl)methyl)-6-phenylpyrimidin-4(3H)-one